FC=1C(=C(C=CC1)C=1C=C2C(=C(C=NC2=CC1)C1=CC(=CC(=C1)OC)F)N1CCC(CC1)N)C=NO 1-(6-{3-fluoro-2-[(hydroxyimino)methyl]phenyl}-3-(3-fluoro-5-methoxyphenyl)quinolin-4-yl)piperidin-4-amine